FC=1C=C(C(=O)N[C@@H](C)C=2N=NN(C2)[C@H](CC2=CC3=CC=CC=C3C=C2)CC(NO)=O)C=CC1F 3,4-Difluoro-N-{1-[1-(1(R)-hydroxycarbamoylmethyl-2-naphthalen-2-yl-ethyl)-1H-[1,2,3]triazol-4-yl]-(S)-ethyl}-benzamide